7-((3aS,4R,6aR)-6-(2-(2-amino-3,3-dimethyl-3H-indol-6-yl)ethyl)-2,2-dimethyl-3a,6a-dihydro-4H-cyclopenta[d][1,3]dioxol-4-yl)-7H-pyrrolo[2,3-d]pyrimidin-4-amine NC1=NC2=CC(=CC=C2C1(C)C)CCC1=C[C@H]([C@H]2[C@@H]1OC(O2)(C)C)N2C=CC1=C2N=CN=C1N